C(C)N(CC)CC1=CC=CC=C1 N,N-Diethylbenzylamin